(6S)-4-(4-chlorophenyl)-N-[3-[[(2E)-3-(3-pyridinyl)-1-oxo-2-propen-1-yl]amino]propyl]-2,3,9-trimethyl-6H-thieno[3,2-f][1,2,4]triazolo[4,3-a][1,4]diazepine-6-acetamide ClC1=CC=C(C=C1)C1=N[C@H](C=2N(C3=C1C(=C(S3)C)C)C(=NN2)C)CC(=O)NCCCNC(\C=C\C=2C=NC=CC2)=O